FC=1C=C(C(=NC1)OC)C=1N(CCC1)C1=NC=2N(C=C1)N=C(C2C=2NC=CN2)N (R)-5-(2-(5-fluoro-2-methoxypyridin-3-yl)pyrrolin-1-yl)-3-(1H-imidazol-2-yl)pyrazolo[1,5-a]pyrimidin-2-amine